3-methoxy-benzaldehyde COC=1C=C(C=O)C=CC1